(1S,3S,4S)-2-(7-chloro-1H-indole-2-carbonyl)-5,5-difluoro-N-((S,Z)-4-fluoro-4-(methylsulfonyl)-1-((S)-2-oxopyrrolidin-3-yl)but-3-en-2-yl)-2-azabicyclo[2.2.2]octane-3-carboxamide ClC=1C=CC=C2C=C(NC12)C(=O)N1[C@@H]2CC([C@H]([C@H]1C(=O)N[C@@H](C[C@H]1C(NCC1)=O)\C=C(/S(=O)(=O)C)\F)CC2)(F)F